FC1=CN=C(C2=CC(=NC=C12)N1CCNCC1)N[C@H](C)C1=C(C(=CC=C1)C(F)(F)F)C (R)-4-fluoro-N-(1-(2-methyl-3-(trifluoromethyl)phenyl)ethyl)-7-(piperazin-1-yl)-2,6-naphthyridin-1-amine